FC(C(F)(F)F)(C(F)(F)F)C=CC(=O)O 3-(Perfluoroisopropyl)-2-propenoic acid